2-(4-((2-(3-Amino-3-(trifluoromethyl)pyrrolidin-1-yl)-4-methylthiazol-5-yl)methyl)-3-fluorophenyl)-4-(2,6-difluorobenzyl)-2,4-dihydro-3H-1,2,4-triazol-3-one NC1(CN(CC1)C=1SC(=C(N1)C)CC1=C(C=C(C=C1)N1N=CN(C1=O)CC1=C(C=CC=C1F)F)F)C(F)(F)F